1-((1R,5S,6s)-6-((4-amino-5-(4-phenoxyphenyl)-7-(tetrahydrofuran-3-yl)-7H-pyrrolo[2,3-d]pyrimidin-6-yl)ethynyl)-3-aza-bicyclo[3.1.0]hexan-3-yl)prop-2-en-1-one NC=1C2=C(N=CN1)N(C(=C2C2=CC=C(C=C2)OC2=CC=CC=C2)C#CC2[C@@H]1CN(C[C@H]21)C(C=C)=O)C2COCC2